FC=1C=C(C=CC1F)[C@H]1[C@@H](CN(C1)CCOC)NC(=O)NC1=C(C(=NN1C1=CC=CC=C1)C1=NN(C=C1)C)C 1-((3S,4R)-4-(3,4-difluorophenyl)-1-(2-methoxyethyl)pyrrolidin-3-yl)-3-(1',4-dimethyl-1-phenyl-1H,1'H-[3,3'-bipyrazol]-5-yl)urea